FC1=NC(=NC(=N1)F)C(F)(F)F 2,4-Difluoro-6-(trifluoromethyl)-1,3,5-triazine